C(CCC)[Sn](N(C)C)(N(C)C)N(C)C n-butyltris(dimethylamino)tin